FC1(CN(CC[C@H]1NC1=NN2C(C(=N1)OC)=C(C=C2)C=2C=C(C1=C(N(C(=N1)C)CC(F)F)C2)F)C2COC2)F (R)-N-(3,3-Difluoro-1-(oxetan-3-yl)piperidin-4-yl)-5-(1-(2,2-difluoroethyl)-4-fluoro-2-methyl-1H-benzo[d]imidazol-6-yl)-4-methoxypyrrolo[2,1-f][1,2,4]triazin-2-amine